[W].[Ag].COCCOC 1,2-dimethoxyethane silver-tungsten